FC(C1=CC=C(C=C1)N1C2=C(N[C@@H](C1)CNC(C=C)=O)N=CC=C2)(F)F (R)-N-((1-(4-(trifluoromethyl)phenyl)-1,2,3,4-tetrahydropyrido[2,3-b]pyrazin-3-yl)methyl)acrylamide